1-(4-((4-((2-fluoro-4-((2-(2-(trifluoromethyl)thiazol-4-yl)pyridin-4-yl)oxy)phenyl)amino)-7-methoxyquinazolin-6-yl)amino)piperidin-1-yl)prop-2-en-1-one FC1=C(C=CC(=C1)OC1=CC(=NC=C1)C=1N=C(SC1)C(F)(F)F)NC1=NC=NC2=CC(=C(C=C12)NC1CCN(CC1)C(C=C)=O)OC